FC(C1=C(CN2N=CC(=C2C)[N+](=O)[O-])C=CC(=C1)C(F)(F)F)(F)F 1-(2,4-bis(trifluoromethyl)benzyl)-5-methyl-4-nitro-1H-pyrazole